N,N,N-Trimethyl-4-[(1-oxo-2-propen-1-yl)oxy]-1-butanaminium chloride [Cl-].C[N+](CCCCOC(C=C)=O)(C)C